1-[5-(2,6-dioxopiperidin-3-yl)pyridin-2-yl]piperidine-4-carbaldehyde O=C1NC(CCC1C=1C=CC(=NC1)N1CCC(CC1)C=O)=O